FC1=CC=C(C=C1)C1=C(COC2=CC=C(C=C12)O)C=O 4-(4-fluorophenyl)-6-hydroxy-2H-chromene-3-carbaldehyde